F[C@H]1C[C@H](C1)C(=O)O CIS-3-FLUOROCYCLOBUTANECARBOXYLIC ACID